NC1=C(C=C(C=2C(C3=CC=CC=C3C(C12)=O)=O)O)N 1-amino-4-hydroxy-amino-anthraquinone